4,4'-[(9-Butyl-9H-carbazol-3-yl)methylene]bis[N-methyl-N-phenylaniline] C(CCC)N1C2=CC=CC=C2C=2C=C(C=CC12)C(C1=CC=C(N(C)C2=CC=CC=C2)C=C1)C1=CC=C(N(C2=CC=CC=C2)C)C=C1